C(C1=CC=CC=C1)OC(C1=C(C=CC(=C1)C=1CCN(CC1)C)\C=C\C(=O)OC)=O.FC1C(OC2=CC(=CC=C2C1)C(F)(F)F)=O 3-fluoro-7-trifluoromethyl-chromanone Benzyl-2-[(E)-3-methoxy-3-oxo-prop-1-enyl]-5-(1-methyl-3,6-dihydro-2H-pyridin-4-yl)benzoate